FC1(OC2=C(O1)C=CC=C2N)F 2,2-difluorobenzo[d][1,3]dioxolan-4-amine